Cl.N1(CCNCC1)C1=CC=C(C=C1)C=1C=NC=2N(C1)N=CC2C2=CC=NC1=CC=CC=C21 4-[6-[4-(1-Piperazinyl)phenyl]pyrazolo[1,5-a]pyrimidin-3-yl]-quinoline hydrochloride